((S)-(7-(((3S,6S,10aS)-3-((6S,7R)-7-cyano-6-phenyl-4-azaspiro[2.4]heptane-4-carbonyl)-5-oxodecahydropyrrolo[1,2-a]azocin-6-yl)carbamoyl)naphthalen-2-yl)fluoromethyl)phosphonic acid C(#N)[C@@H]1[C@H](CN(C12CC2)C(=O)[C@@H]2CC[C@H]1N2C([C@H](CCCC1)NC(=O)C1=CC=C2C=CC(=CC2=C1)[C@@H](F)P(O)(O)=O)=O)C1=CC=CC=C1